Rhodium disulfide [Rh](=S)=S